ClC1=C(C=CC(=C1)C(F)(F)F)NC(CN1C=2N(C(C(=C1CC)N1CCNCC1)=O)N=C(N2)C2=CCC(CC2)=C(F)F)=O N-(2-chloro-4-(trifluoromethyl)phenyl)-2-(2-(4-(difluoromethylene)cyclohex-1-en-1-yl)-5-ethyl-7-oxo-6-(piperazin-1-yl)-[1,2,4]triazolo[1,5-a]pyrimidin-4(7H)-yl)acetamide